1,1,1,3,3,3-hexafluoro-propan-2-yl (±)-1-(benzoylcarbamoyl)-6-aza-spiro[2.5]octane-6-carboxylate C(C1=CC=CC=C1)(=O)NC(=O)[C@@H]1CC12CCN(CC2)C(=O)OC(C(F)(F)F)C(F)(F)F |r|